FC(OC[C@H]1N(C[C@H](C1)OC1=CC=C(C=C1)C(F)(F)F)C1=NC(=C(C(=O)O)C=C1)OC)F 6-((2S,4S)-2-((Difluoromethoxy)methyl)-4-(4-(trifluoromethyl)phenoxy)pyrrolidin-1-yl)-2-methoxynicotinic acid